C1(CC1)OC1=NC=CC(=C1)C1=C(C=2CCC2C=C1)O 3-(2-cyclopropoxypyridin-4-yl)bicyclo[4.2.0]octa-1(6),2,4-trien-2-ol